Sodium 4-ethoxy-4-oxobutane-1-sulfonate C(C)OC(CCCS(=O)(=O)[O-])=O.[Na+]